ClC=1C=C(C=C(C1F)Cl)C1(CC(=NO1)N1CC2=C(C1)C(=C(S2)C(=O)NCC(F)(F)F)C)C(F)(F)F 5-(5-(3,5-dichloro-4-fluorophenyl)-5-(trifluoromethyl)-4,5-dihydroisoxazol-3-yl)-3-methyl-N-(2,2,2-trifluoroethyl)-5,6-dihydro-4H-thieno[2,3-c]pyrrole-2-carboxamide